CC=1C=C(C=CC1C)C(C)N 1-(3,4-dimethylphenyl)ethylazane